The molecule is an oligosaccharide derivative that is a tetradecasaccharide derivative, the oligosaccharide portion of the Proteus penneri strain 15 lipopolysaccharide (LPS) core region. CC(=O)N[C@@H]1[C@H]([C@H]([C@H](O[C@@H]1O[C@H]2[C@H]([C@@H]([C@H](O[C@@H]2OC[C@@H]3[C@H]([C@@H]([C@H]([C@H](O3)O[C@@H]4[C@@H]([C@H]([C@H](O[C@@H]4C(=O)O)O[C@H]5[C@@H]([C@H](O[C@@H]([C@H]5O)O[C@@H]6[C@@H]([C@H](O[C@@H]([C@H]6O[C@H]7[C@@H]([C@H]([C@@H]([C@H](O7)CO)O)O)O)[C@H](CO)O)O[C@@H]8[C@@H](C[C@@](O[C@@H]8[C@@H](CO[C@@H]9[C@@H]([C@H]([C@H](CO9)N)O)O)O)(C(=O)O)O)O[C@@]1(C[C@H]([C@H]([C@H](O1)[C@@H](CO)O)O)O)C(=O)O)O)[C@H](CO[C@@H]1[C@H]([C@H]([C@@H]([C@H](O1)[C@H](CO)O)O)O)O)OP(=O)(O)OCCN)O)O[C@@H]1[C@H]([C@H]([C@@H]([C@H](O1)[C@@H](CO)O)O)O)O[C@@H]1[C@H]([C@H]([C@@H]([C@H](O1)[C@H](CO)O)O)O)O)O)N)O)O)[C@@H](CO)O)O)O)CO)O[C@@H]1[C@@H]([C@H]([C@@H]([C@H](O1)CO)O)O)O)O